OC[C@H](C(C)C)N(C(OC(C)(C)C)=O)C tert-butyl N-[(1S)-1-(hydroxymethyl)-2-methyl-propyl]-N-methyl-carbamate